ClC=1C=C(C=C2C(=C(C=NC12)C#N)N[C@H](CC)C1=CC=CC=C1)N[C@]([2H])(C=1N=NNC1)C=1C=NC(=CC1)F 8-chloro-6-(((S)-(6-fluoropyridin-3-yl)(1H-1,2,3-triazol-4-yl)methyl-d)amino)-4-(((R)-1-phenylpropyl)amino)quinoline-3-carbonitrile